C(C)(=O)NC1=C(C(=O)NC2=NNC=C2)C=CC=C1 2-acetamido-N-(1H-pyrazol-3-yl)benzamide